F[C@@H]1[C@@H](C1)C(=O)NC=1N=CC2=CC(=CC=C2C1)C=1C=NC(=CC1C)[C@@H](C(F)(F)F)O (1S,2S)-2-fluoro-N-[7-[4-methyl-6-[(1S)-2,2,2-trifluoro-1-hydroxyethyl]pyridin-3-yl]isoquinolin-3-yl]cyclopropane-1-carboxamide